S1CC(C1)SC1(SCC(SC1)(C)SC1CSC1)C 2,5-bis(3-thietanylthio)-2,5-dimethyl-1,4-dithiane